N-(4-((S)-3-methyl-2,6-dioxopiperidin-3-yl)pyridin-2-yl)acetamide hydrochloride Cl.C[C@@]1(C(NC(CC1)=O)=O)C1=CC(=NC=C1)NC(C)=O